C(C)(C)(C)OC(=O)N1C[C@@H](CC1)N(CCCCC1=CC=C2CCCN(C2=N1)C(=O)OC(C)(C)C)C tert-butyl 7-[4-[[(3R)-1-tert-butoxycarbonylpyrrolidin-3-yl]-methyl-amino] butyl]-3,4-dihydro-2H-1,8-naphthyridine-1-carboxylate